p-morpholinostyrene O1CCN(CC1)C1=CC=C(C=C)C=C1